N-(cis-1-(bicyclo[1.1.1]pent-1-ylcarbonyl)-2-((2-(3,5-difluorophenyl)-1,3-thiazol-4-yl)methyl)pyrrolidin-3-yl)ethanesulfonamide C12(CC(C1)C2)C(=O)N2[C@H]([C@H](CC2)NS(=O)(=O)CC)CC=2N=C(SC2)C2=CC(=CC(=C2)F)F